FC(C)(Cl)Cl 1-Fluoro-1,1-dichloroethane